C(C1=CC=CC=C1)N1C(N(CC1)CC1=CC=CC=C1)CCCC1=CC=CC=C1 (±)-1,3-dibenzyl-2-(phenylpropyl)imidazolidine